2-amino-1-(2-(3,4-difluorophenyl)-3-((6-methoxypyridin-3-yl)amino)-8,8-dimethyl-5,6-dihydroimidazo[1,2-a]pyrazin-7(8H)-yl)ethan-1-one NCC(=O)N1C(C=2N(CC1)C(=C(N2)C2=CC(=C(C=C2)F)F)NC=2C=NC(=CC2)OC)(C)C